5-[(2,6-dichlorophenyl)methoxy]-2-(piperazin-1-yl)pyrimidine ClC1=C(C(=CC=C1)Cl)COC=1C=NC(=NC1)N1CCNCC1